ethyl 4-((4-bromophenyl ethyl) amino)-3-methoxy-5-nitrobenzoate BrC1=CC=C(C=C1)CCNC1=C(C=C(C(=O)OCC)C=C1[N+](=O)[O-])OC